7-methoxy-coumarin-3-carboxylic acid ethyl ester C(C)OC(=O)C=1C(OC2=CC(=CC=C2C1)OC)=O